CC=1C(=CC=2OC3(CNC2N1)CC3)C3=C(C=NN3C)B3OC(C(O3)(C)C)(C)C 6'-Methyl-7'-(1-methyl-4-(4,4,5,5-tetramethyl-1,3,2-dioxaborolan-2-yl)-1H-pyrazol-5-yl)-3',4'-dihydrospiro[cyclopropane-1,2'-pyrido[3,2-b][1,4]oxazine]